6-fluoro-2-methyl-10-oxa-2,13,15,17,21-pentaazatetracyclo[12.6.2.04,9.018,22]docosane FC1CC2CN(C3CCC4NCNC(NCCOC2CC1)C4N3)C